4-[(5-isopropenyl-3-pyridyl)sulfonimidoyl]benzoic Acid C(=C)(C)C=1C=C(C=NC1)S(=O)(=N)C1=CC=C(C(=O)O)C=C1